ClC1=C(C=CC(=C1)C(F)(F)F)NC(=O)C1(CCC1)N1N=CC(=C1)C1CCNCC1 4-(1-(1-((2-chloro-4-(trifluoromethyl)phenyl)carbamoyl)cyclobutyl)-1H-pyrazol-4-yl)piperidine